C(C1=CC=CC=C1)OC([C@H](CCC(N1CCCCC1)=O)NC(=O)OCC1=CC=CC=C1)=O (S)-2-(((benzyloxy)carbonyl)amino)-5-oxo-5-(piperidin-1-yl)pentanoic acid benzyl ester